O=C1NC(CCC1N1C(C2=CC=CC(=C2C1=O)OCC(=O)NCCCC(=O)O)=O)=O 4-(2-((2-(2,6-dioxopiperidin-3-yl)-1,3-dioxoisoindolin-4-yl)oxy)acetamido)butanoic acid